C(#N)CCN1C[C@@H]2[C@H](C1)CC(C2)NC2=C1C(=NC=C2C=2SC(=CN2)C2(CCN(CC2)C(=O)N(C)C)O)NC=C1 4-(2-(4-(((3aR,5s,6aS)-2-(2-cyanoethyl)octahydrocyclopenta[c]pyrrol-5-yl)-amino)-1H-pyrrolo[2,3-b]pyridin-5-yl)thiazol-5-yl)-4-hydroxy-N,N-dimethylpiperidine-1-carboxamide